3-(trimethylsilyl)2-oxazolidone C[Si](N1[CH-]OCC1=O)(C)C